ClC[C@]1([C@H]([C@H]([C@@H](O1)N1C(NC(C=C1)=O)=O)F)O)CO 1-((2R,3R,4R,5R)-5-(chloromethyl)-3-fluoro-4-hydroxy-5-(hydroxymethyl)tetrahydrofuran-2-yl)pyrimidine-2,4(1H,3H)-dione